IC1=NNC2=CC(=CC=C12)SC1=C(C(=O)NC)C=CC=C1 ((3-IODO-1H-INDAZOL-6-YL)THIO)-N-METHYLBENZAMIDE